(1r,5s,6r)-6-(4-ethyl-5,5-dimethyl-4,5-dihydro-1,2,4-oxadiazol-3-yl)-3-azabicyclo[3.1.0]hexane-3-carboxylic acid tert-butyl ester C(C)(C)(C)OC(=O)N1C[C@H]2C([C@H]2C1)C1=NOC(N1CC)(C)C